1-(3-acetylphenyl)-3-(3-(2-methoxyethyl)-4-oxo-5-(pyridin-4-yl)-3,4-dihydroquinazolin-6-yl)urea C(C)(=O)C=1C=C(C=CC1)NC(=O)NC=1C(=C2C(N(C=NC2=CC1)CCOC)=O)C1=CC=NC=C1